CC=1C=C(C=CC1)C(C(=O)O)=O 2-(3-methylphenyl)-2-oxoacetic acid